N1N=CC(=C1)C=1C=C2C=C(N=CC2=CC1)NC(=O)[C@H]1CN(CCO1)C#N (R)-N-(6-(1H-Pyrazol-4-yl)isoquinolin-3-yl)-4-cyanomorpholine-2-carboxamide